5-pyridinediacetonitrile N1=C(C=CC(=C1)CC#N)CC#N